S1C(=NC2=C1C=CC=C2)CC(=O)OCC ethyl 2-(2-benzothiazolyl)acetate